(6-Chloro-pyridin-2-yl)-N-(2-methoxy-1-methyl-ethyl)-N'-(2-trifluoromethyl-pyridin-4-yl)-[1,3,5]triazine-2,4-diamine ClC1=CC=CC(=N1)C1=NC(=NC(=N1)NC(COC)C)NC1=CC(=NC=C1)C(F)(F)F